CCCCCC1=CC(=C(C(=C1C(=O)O)O)C/C=C(\\C)/CCC=C(C)C)O The molecule is a dihydroxybenzoic acid that is olivetolic acid in which the hydrogen at position 3 is substituted by a geranyl group. A biosynthetic precursor to Delta(9)-tetrahydrocannabinol, the principal psychoactive constituent of the cannabis plant. It is a dihydroxybenzoic acid, a diterpenoid, a polyketide, a member of resorcinols and a phytocannabinoid. It derives from an olivetolic acid. It is a conjugate acid of a cannabigerolate.